1-(9-(3-chlorobenzyl)-1-methyl-β-carbolin-6-yl)-3-(4-chlorophenyl)urea ClC=1C=C(CN2C3=CC=C(C=C3C=3C=CN=C(C23)C)NC(=O)NC2=CC=C(C=C2)Cl)C=CC1